C1(CCCCC1)C(CCC(=O)N)C1=CC=CC=C1 2-cyclohexyl-2-phenyl-ethyl-1-amino-1-ethanone